(Z)-1-[N-(2-aminoethyl)-N-(2-ammonioethyl)amino]diazen-1-ium-1,2-diolate NCCN(CC[NH3+])/[N+](=N/[O-])/[O-]